1-((5R)-5-(difluoromethyl)-6-(4-(3-hydroxy-1-naphthalenyl)-7,7-dimethyl-5,6,7,8-tetrahydro-2-quinazolinyl)-2,6-diazaspiro[3.4]octan-2-yl)-2-propen-1-one FC([C@H]1C2(CN(C2)C(C=C)=O)CCN1C1=NC=2CC(CCC2C(=N1)C1=CC(=CC2=CC=CC=C12)O)(C)C)F